COC1=C(C=CC=C1OC)CNCCC1=CC(=C(C=C1)OC(C)C)OC [(2,3-dimethoxyphenyl)methyl][2-(4-isopropoxy-3-methoxyphenyl)ethyl]amine